2-{[4-fluoro-2-(2-methoxypyridin-4-yl)-6-(propan-2-yl) phenyl] amino}-5-(1,2-oxazol-3-yl)-4,5-dihydro-1,3-oxazole-5-carboxylate FC1=CC(=C(C(=C1)C(C)C)NC=1OC(CN1)(C(=O)[O-])C1=NOC=C1)C1=CC(=NC=C1)OC